4-azadodecane CCCNCCCCCCCC